NC1=CC(=C(C=C1F)C1=NN(C2=C1C(=NC=C2C2CCC1(OCCO1)CC2)N)C(C)C)F 3-(4-Amino-2,5-difluoro-phenyl)-7-(1,4-dioxa-spiro[4.5]dec-8-yl)-1-isopropyl-1H-pyrazolo[4,3-c]pyridin-4-ylamine